CC1C(=O)OC(C1C)=O 2,3-dimethylsuccinic anhydride